C(C)OC1=C(C=C(C=C1)S(=O)(=O)N1CCN(CC1)CCO[N+](=O)[O-])C1=NN2C(C(N1)=O)=C(C(=C2CCC)/C=N/O)CC (E)-2-(4-((4-Ethoxy-3-(5-ethyl-6-((hydroxyimino)methyl)-4-oxo-7-propyl-3,4-dihydropyrrolo[2,1-f][1,2,4]triazin-2-yl)phenyl)sulfonyl)piperazin-1-yl)ethylnitrat